FC(C)(F)C1=CN=CC(=N1)C1=CNC2=CN=C(C=C21)NC(C)=O N-(3-(6-(1,1-difluoroethyl)pyrazin-2-yl)-1H-pyrrolo[2,3-c]pyridin-5-yl)acetamide